C(C1=CC=CC=C1)N[C@@H](CO)C(=O)O benzylserine